tert-Butyl (3R,5R)-3-(1,3-dioxoisoindolin-2-yl)-5-hydroxypiperidine-1-carboxylate O=C1N(C(C2=CC=CC=C12)=O)[C@H]1CN(C[C@@H](C1)O)C(=O)OC(C)(C)C